CC=1C=NC=CC1C1=CN=C2N1C=CC=N2 3-(3-methylpyridin-4-yl)imidazo[1,2-a]pyrimidin